2-(6'-Phenylspiro[cyclobutane-1,1'-inden]-2'-yl)-1-(pyridin-2-yl)-1H-indole C1(=CC=CC=C1)C1=CC=C2C=C(C3(C2=C1)CCC3)C=3N(C1=CC=CC=C1C3)C3=NC=CC=C3